O1CCN(CC1)C=1C=C(C=NC1)N 5-morpholinopyridin-3-amine